benzyl 1-(((tert-butylsulfinyl) amino) methyl)-6-azaspiro[2.5]octane-6-carboxylate C(C)(C)(C)S(=O)NCC1CC12CCN(CC2)C(=O)OCC2=CC=CC=C2